(S)-N-(1-(((6-(2-chloro-3-(3-chloro-2-(1-methyl-2,3,4,5-tetrahydro-1H-benzo[e][1,4]diazepin-8-yl)pyridin-4-yl)phenyl)-2-methoxypyridin-3-yl)methyl)amino)propan-2-yl)acetamide ClC1=C(C=CC=C1C1=C(C(=NC=C1)C=1C=CC2=C(N(CCNC2)C)C1)Cl)C1=CC=C(C(=N1)OC)CNC[C@H](C)NC(C)=O